1-(Difluoromethylene)-5-(3-{[(3R)-1-(2-hydroxyethyl)hexahydropyridin-3-yl]amino}-5-methyl-1,2,4-triazin-6-yl)-2,3-dihydro-1H-inden-4-ol FC(=C1CCC=2C(=C(C=CC12)C1=C(N=C(N=N1)N[C@H]1CN(CCC1)CCO)C)O)F